3-(4-((2-(naphthalen-2-ylamino)pyrimidin-4-yl)amino)-1-oxoisoindolin-2-yl)piperidine-2,6-dione C1=C(C=CC2=CC=CC=C12)NC1=NC=CC(=N1)NC1=C2CN(C(C2=CC=C1)=O)C1C(NC(CC1)=O)=O